C(CNC(=O)C1=CC=CC=C1)(=O)O.N[C@H](C(=O)OCC)CC1CC=C(CC1)C1=NC(=NC(=C1)O[C@@H](C(F)(F)F)C1=C(C=C(C=C1)Cl)N1N=C(C=C1)C)N ethyl (2S)-2-amino-3-(4-(2-amino-6-((R)-1-(4-chloro-2-(3-methyl-1H-pyrazole-1-yl)phenyl)-2,2,2-trifluoroethoxy)pyrimidine-4-yl)cyclohex-3-ene-1-yl)propionate hippurate